3-amino-3-(5-chloro-2-pyridyl)-2-methyl-propanoic acid NC(C(C(=O)O)C)C1=NC=C(C=C1)Cl